3,3-dimethyl-1-(2-pyridyl)piperazine hydrochloride Cl.CC1(CN(CCN1)C1=NC=CC=C1)C